CS(=O)(=O)C1=NC(=CC(=N1)OC)OC 2-methylsulfonyl-4,6-dimethoxypyrimidine